OC1=C(C(=C(C=C1C)CC1=C(C(=CC(=C1)CC1=C(C(=C(C(=C1)C)O)C)C)C1CCCCC1)O)C)C 2,4-bis[(4-hydroxy-2,3,5-trimethylphenyl)methyl]-6-cyclohexylphenol